N-[(1R)-1-[3-amino-5-(trifluoromethyl)phenyl]ethyl]-7-methoxy-2-methyl-6-[(3S)-oxopyrrolidin-3-yl]oxoquinazolin-4-amine NC=1C=C(C=C(C1)C(F)(F)F)[C@@H](C)NC1=NC(=NC=2C=C(C(C(C12)=O)[C@H]1C(NCC1)=O)OC)C